CC1(C2CCC(C1C2)=C)C 7,7-dimethyl-4-methylenebicyclo[3.1.1]heptane